1-chloro-3,4-dihydronaphthalene ClC1=CCCC2=CC=CC=C12